Cl.C(C)(C)(C)C1=NC(=NO1)C(=O)NCC1=C(C=C(C=C1)C1=NC=NN2C1=CC(=C2)N2CCOCC2)C(F)(F)F 5-(tert-butyl)-N-(4-(6-morpholinopyrrolo[2,1-f][1,2,4]triazin-4-yl)-2-(trifluoromethyl)benzyl)-1,2,4-oxadiazole-3-carboxamide hydrochloride